1-(((2R,3S,5R)-5-(6-amino-2-fluoro-9H-purin-9-yl)-2-ethynyl-3-hydroxytetrahydrofuran-2-yl)methyl) 10-(tert-butyl) decanedioate C(CCCCCCCCC(=O)OC(C)(C)C)(=O)OC[C@]1(O[C@H](C[C@@H]1O)N1C2=NC(=NC(=C2N=C1)N)F)C#C